[2H]C([2H])([2H])C1=C(C(=NN1)C([2H])([2H])[2H])Br 4-bromo-3,5-(dimethyl-d6)-pyrazole